3-[(3-methacrylamidopropyl)dimethylammonio]propane C(C(=C)C)(=O)NCCC[N+](CCC)(C)C